FC1(CN(CC1)C1=NC=CC(=C1NC(=O)C=1C=NC(=NC1)C(C)C)C1=CC(=NN1)C(F)(F)F)F N-(2-(3,3-difluoropyrrolidin-1-yl)-4-(3-(trifluoromethyl)-1H-pyrazol-5-yl)pyridin-3-yl)-2-isopropylpyrimidine-5-carboxamide